FC=1C=C(C[N+]2=C3N(C(C(=C2)C=2C(=NOC2C)C)=O)C=CC=C3)C=CC1 1-(3-fluorobenzyl)-3-(3,5-dimethylisoxazol-4-yl)-4-oxo-4H-pyrido[1,2-a]pyrimidinium